CN([C@H]1CN(CCC1)C(=O)C1=NN(C(=C1)C1=CC=C(C#N)C=C1)C1=CC=C(C=C1)C)C (R)-4-(3-(3-(dimethylamino)piperidine-1-carbonyl)-1-(p-tolyl)-1H-pyrazol-5-yl)benzonitrile